7-amino-1,8-naphthyridin-2(8H)-one NC1=CC=C2C=CC(N=C2N1)=O